phenyl-phosphonic acid di(2-bromophenyl) ester BrC1=C(C=CC=C1)OP(OC1=C(C=CC=C1)Br)(=O)C1=CC=CC=C1